ethyl (6R)-6-[4-[3-(4-ethoxycarbonylpyrazol-1-yl)-2-pyridyl]piperazin-1-yl]-2-azaspiro[3.4]octane-2-carboxylate C(C)OC(=O)C=1C=NN(C1)C=1C(=NC=CC1)N1CCN(CC1)[C@H]1CC2(CN(C2)C(=O)OCC)CC1